4-(3-bromo-1-methyl-1H-pyrazol-5-yl)morpholine BrC1=NN(C(=C1)N1CCOCC1)C